3-(2-(5-Chloropentyl)-1-phenylhydrazino)-3-oxopropanoic acid ethyl ester C(C)OC(CC(=O)N(NCCCCCCl)C1=CC=CC=C1)=O